FC(C=1C=CC2=C(SC(=C2)C(=O)N2CC3(CC2)CCN(CC3)C(=O)N3N=C(C=C3)C(=O)O)C1)(F)F 1-(2-(6-(trifluoromethyl)benzo-[b]thiophene-2-carbonyl)-2,8-diazaspiro[4.5]decane-8-carbonyl)-1H-pyrazole-3-carboxylic acid